(3-dimethylaminopropyl)-3-Ethylcarbodiimide CN(CCCN=C=NCC)C